tert-Butyl (1R,2S)-2-(2-(2,4-dimethoxybenzyl)-7-fluoro-4-(1-methyl-1H-pyrazol-4-yl)-3-oxo-2,3-dihydro-1H-pyrrolo[3,4-c]pyridin-6-ylamino)cyclohexylcarbamate COC1=C(CN2C(C=3C(=NC(=C(C3C2)F)N[C@@H]2[C@@H](CCCC2)NC(OC(C)(C)C)=O)C=2C=NN(C2)C)=O)C=CC(=C1)OC